FC(OC1=CC=C(C=C1)N1C2=C(C=C(C1=O)C=1C=C3N(C(C=NC3=CC1)=O)C)SC(=N2)OCC)F 4-(4-(difluoromethoxy)phenyl)-2-ethoxy-6-(4-methyl-3-oxo-3,4-dihydroquinoxalin-6-yl)thiazolo[4,5-b]pyridin-5(4H)-one